(3-((3S,4S)-4-amino-3-methyl-2-oxa-8-azaspiro[4.5]dec-8-yl)-5-methyl-6-((4'-methyl-2'H,4'H-spiro[cyclobutane-1,3'-pyrido[3,2-b][1,4]oxazin]-8'-yl)thio)pyrazin-2-yl)methanol N[C@@H]1[C@@H](OCC12CCN(CC2)C=2C(=NC(=C(N2)C)SC2=CC=NC1=C2OCC2(N1C)CCC2)CO)C